ClC=1C=C(C=CC1F)NC(N(CCCO)[C@H]1CCCC=2NC(C3=CC(=CC=C3C12)F)=O)=O (S)-3-(3-chloro-4-fluorophenyl)-1-(8-fluoro-6-oxo-1,2,3,4,5,6-hexahydrophenanthridin-1-yl)-1-(3-hydroxypropyl)urea